C(C1=CC=CC=C1)(C1=CC=CC=C1)N=CC(C)(C)C benzhydryl-(2,2-dimethylpropylidene)amine